C12C(CCCC1)(O2)[Si](OC)(OC)OC 2-epoxycyclohexyl-trimethoxysilane